ClC(C1=CC=C(C=C1)S(=O)(=O)N)Cl dichloro-p-toluenesulfonamide